FC1=C(C=CC(=C1)C(F)(F)F)C(C)N1N=CC(=C1)N 1-(1-(2-fluoro-4-(trifluoromethyl)phenyl)ethyl)-1H-pyrazol-4-amine